1,4-diazepane-1-carboxylic acid ethyl ester C(C)OC(=O)N1CCNCCC1